C(C)(C)(C)C1=C(C=CC=C1)NC=1N=C(N=NC1C(=O)N)NC1=C(C=C2CCN(CC2=C1)CC)OC ((2-(tert-butyl)phenyl)amino)-3-((2-ethyl-6-methoxy-1,2,3,4-tetrahydroisoquinolin-7-yl)amino)-1,2,4-triazine-6-carboxamide